[Gd].N1(CCN(CCN(CCN(CC1)CC(=O)O)CC(=O)O)CC(=O)O)CC(=O)O 2,2',2'',2'''-(1,4,7,10-tetrazacyclododecane-1,4,7,10-tetrayl)tetraacetic acid gadolinium